hexanesulfonate sodium [Na+].C(CCCCC)S(=O)(=O)[O-]